N-(4-Methoxybenzyl)-N-methyl-3-(1-methyl-1H-imidazol-4-yl)-4-((4-(trifluoromethoxy)benzyl)amino)benzenesulfonamide COC1=CC=C(CN(S(=O)(=O)C2=CC(=C(C=C2)NCC2=CC=C(C=C2)OC(F)(F)F)C=2N=CN(C2)C)C)C=C1